3-acetyl-4-[4-(2-methoxyethyl) piperazin-1-yl]-2-oxo-2H-benzopyran-7-yl triflate O(S(=O)(=O)C(F)(F)F)C1=CC2=C(C(=C(C(O2)=O)C(C)=O)N2CCN(CC2)CCOC)C=C1